4-oxa-proline N1[C@@H](COC1)C(=O)O